C(=C)C1=CC=CC2=CC3=CC=CC=C3C=C12 Vinylanthracen